(5S,6R)-5,6-decanediol CCCC[C@@H]([C@@H](CCCC)O)O